2-(4-chloro-2-methoxyphenyl)-2-((3-(2-hydroxyethoxy)-5-methoxyphenyl)amino)-1-(6-methoxy-5-methyl-1H-indol-3-yl)ethanone ClC1=CC(=C(C=C1)C(C(=O)C1=CNC2=CC(=C(C=C12)C)OC)NC1=CC(=CC(=C1)OC)OCCO)OC